(S)-2-((S)-3-(5-amino-6-oxo-1,6-dihydropyridin-3-yl)-4,4-difluoropiperidin-1-yl)-N-(5-chloropyridin-2-yl)propanamide NC1=CC(=CNC1=O)[C@H]1CN(CCC1(F)F)[C@H](C(=O)NC1=NC=C(C=C1)Cl)C